2-(4-iodo-1-(4-methoxybenzyl)-1H-imidazol-5-yl)ethan-1-ol IC=1N=CN(C1CCO)CC1=CC=C(C=C1)OC